tert-Butyl N-[2-[4-[4-amino-5-(2,3-dichlorophenyl)-1-methyl-6-oxo-pyrimidin-2-yl]piperazin-1-yl]ethyl]carbamate NC=1N=C(N(C(C1C1=C(C(=CC=C1)Cl)Cl)=O)C)N1CCN(CC1)CCNC(OC(C)(C)C)=O